2,6-dibromo-4-cyanophenyl octanoate C(CCCCCCC)(=O)OC1=C(C=C(C=C1Br)C#N)Br